PYRIMIDINYLAMINO-PYRAZOLE N1=C(N=CC=C1)NC1=NNC=C1